The molecule is a sesquiterpenoid consisting of 5,6,7,8-tetrahydronaphthalen-1-ol having two methyl substituents at the 3- and 8-positions, an isopropyl substituent at the 5-position and (+)-(5R,8S)-configuration. It is a sesquiterpenoid and a carbobicyclic compound. It derives from a hydride of a cadinane. C[C@H]1CC[C@@H](C2=C1C(=CC(=C2)C)O)C(C)C